(R)-2-hydroxy-2-phenyl-N-(3-(trifluoromethyl)phenyl)acetamide O[C@@H](C(=O)NC1=CC(=CC=C1)C(F)(F)F)C1=CC=CC=C1